C(C)(C)(C)OC(=O)N(C(OC(C)(C)C)=O)C1=C2N=CN(C2=NC=N1)CC1=CC(=NC=C1N1CC(CCC1)(C(NC)=O)NC(=O)OC(C)(C)C)C1=CC(=CC=C1)F tert-butyl (tert-butoxycarbonyl)(9-((5-(3-((tert-butoxycarbonyl)amino)-3-(methylcarbamoyl) piperidin-1-yl)-2-(3-fluorophenyl)pyridin-4-yl)methyl)-9H-purin-6-yl)carbamate